CN(C)C1CCC1 (dimethylamino)cyclobutane